N=1N(N=C2C1C=CC=C2)CC(=O)NC2=CC=C(C=C2)N2N=C(C=C2C2CC2)C(F)(F)F 2-(2H-benzo[d][1,2,3]triazol-2-yl)-N-{4-[5-cyclopropyl-3-(trifluoromethyl)-1H-pyrazol-1-yl]phenyl}acetamide